Cl.NC\C=C(\CN1C(=NC2=C1C=CC=C2C2=CC=C(C=C2)S(=O)(=O)N(C)C)C)/F (Z)-4-(1-(4-amino-2-fluoro-but-2-en-1-yl)-2-methyl-1H-benzo[d]imidazol-4-yl)-N,N-dimethylbenzenesulfonamide hydrochloride